N1=NC=CC=2C1=NC(N2)=O Z-imidazo[4,5-c]pyridazin-6-one